S1C=NC2=C1C=CC(=C2)NC2=CC=NC1=CC=C(C=C21)C2=C(C=C(C=C2)C(=O)N2CC1(COC1)C2)F (4-(4-(benzo[d]thiazol-5-ylamino)quinolin-6-yl)-3-fluorophenyl)(2-oxa-6-azaspiro[3.3]heptan-6-yl)methanone